Octyl-sulfonamide C(CCCCCCC)S(=O)(=O)N